[Si](C)(C)(C(C)(C)C)OCCCC(=O)C=1C(=NC(=CC1)Cl)F 4-[tert-butyl(dimethyl)silyl]oxy-1-(6-chloro-2-fluoro-3-pyridyl)butan-1-one